benzo[d]oxazol-2-ylboronic acid O1C(=NC2=C1C=CC=C2)B(O)O